N=1C(=NN2C1C=CC=C2)C=2C=C1C=CN(C(C1=CC2F)=O)C[C@@H](C[C@H](C)NC=2C=NNC(C2C(F)(F)F)=O)O 6-([1,2,4]triazolo[1,5-a]pyridin-2-yl)-7-fluoro-2-((2R,4S)-2-hydroxy-4-((6-oxo-5-(trifluoromethyl)-1,6-dihydropyridazin-4-yl)amino)pentyl)isoquinolin-1(2H)-one